ClC=1C(=NC(=NC1)N1CC(N(CC1)C)CF)N1CC(C1)C(=O)NC(C)(C)C1=CN=C2N1C=CC=C2 1-{5-chloro-2-[3-(fluoromethyl)-4-methylpiperazin-1-yl]pyrimidin-4-yl}-N-(2-{imidazo[1,2-a]pyridin-3-yl}propan-2-yl)azetidine-3-carboxamide